FC=1C=C(CNC2=NC=C3N(C2=O)[C@@H](CC3)C(=O)NCC3=CC=C(CNC(OC(C)(C)C)=O)C=C3)C=C(C1)C tert-butyl (S)-(4-((3-((3-fluoro-5-methylbenzyl)amino)-4-oxo-4,6,7,8-tetrahydropyrrolo[1,2-a]pyrazine-6-carboxamido)methyl)benzyl)carbamate